S1C=CC=C1C1=C(SC=C1)B1OC(C)(C)C(C)(C)O1 (5-thienyl)-2-thiopheneboronic acid pinacol ester